sulfur (thiocarbamate) C(N)([O-])=S.[S+2].C(N)([O-])=S